1-[3-Fluoro-5-(1-methyl-azetidin-3-ylmethoxy)-pyridin-2-yl]-7-methoxy-3-methyl-8-(1-methyl-1H-pyrazol-4-yl)-1,3-dihydro-imidazo[4,5-c]quinolin-2-one FC=1C(=NC=C(C1)OCC1CN(C1)C)N1C(N(C=2C=NC=3C=C(C(=CC3C21)C=2C=NN(C2)C)OC)C)=O